OC1(CCN(CC1)C1=C(C=C2C(=N1)N=C(O2)N2CCN(CC2)C)C(=O)NC2=NC(=CC=C2)C=2C=NN(C2)C)C 5-(4-Hydroxy-4-methylpiperidin-1-yl)-N-(6-(1-methyl-1H-pyrazol-4-yl)pyridin-2-yl)-2-(4-methylpiperazin-1-yl)oxazolo[4,5-b]pyridine-6-carboxamide